CNCCS(=O)(=O)C N-Methyl-2-Methylsulfonyl-Ethanamine